3-(dipropylaminoformyl)-phenylmethanethiol C(CC)N(CCC)C(=O)C=1C=C(C=CC1)CS